trans-ethyl 2-(4-aminopyridin-2-yl)cyclopropanecarboxylate NC1=CC(=NC=C1)[C@H]1[C@@H](C1)C(=O)OCC